ClC=1C(=C(C=CC1OCC1CC1)NC=1C2=C(N=CN1)C=CC(=N2)N2[C@H]1CN[C@@H](C2)CC1)F N-[3-chloro-4-(cyclopropylmethoxy)-2-fluoro-phenyl]-6-[(1R,4R)-2,5-diazabicyclo[2.2.2]octan-2-yl]pyrido[3,2-d]pyrimidin-4-amine